2'-chloro-N-(5-((1r,4r)-4-hydroxycyclohexyl)thiazolo[5,4-b]pyridin-2-yl)-5'-methoxy-6-methyl-[4,4'-bipyridine]-3-carboxamide ClC1=NC=C(C(=C1)C1=C(C=NC(=C1)C)C(=O)NC=1SC2=NC(=CC=C2N1)C1CCC(CC1)O)OC